OC1=C(C(=CC(=C1)C(F)(F)F)C)C1=CC=C(N=N1)N[C@H]1[C@@H]([C@H](CC1)O)O (1s,2s,3r)-3-((6-(2-hydroxy-6-methyl-4-(trifluoromethyl)phenyl)pyridazin-3-yl)amino)cyclopentane-1,2-diol